methyl (R)-5-(6-((3-(3-(3,4-dihydroisoquinolin-2(1H)-yl)-2-hydroxypropyl)-2-oxoimidazolidin-1-yl)methyl)pyridin-3-yl)pyrimidine-2-carboxylate C1N(CCC2=CC=CC=C12)C[C@H](CN1C(N(CC1)CC1=CC=C(C=N1)C=1C=NC(=NC1)C(=O)OC)=O)O